N-[(3,5-difluorophenyl)methyl]-6-(trifluoromethyl)-7H-pyrrolo[2,3-D]pyrimidin-4-amine FC=1C=C(C=C(C1)F)CNC=1C2=C(N=CN1)NC(=C2)C(F)(F)F